C(C=C)[C@H]1[C@](CN(C1)C(=O)OC(C)(C)C)(C(=O)O[C@H](C)C1=CC=CC=C1)N=[N+]=[N-] |r| (racemic)-trans-1-tert-butyl 3-((R)-1-phenylethyl) 4-allyl-3-azidopyrrolidine-1,3-dicarboxylate